C(C1=CC=CC=C1)OC1=CC=CC=2C3NC(N(C(OC21)(C3)C)C=3C=C(C(=O)NCCC2=CC=CC=C2)C=CC3)=O 3-(10-(benzyloxy)-2-methyl-4-oxo-5,6-dihydro-2H-2,6-methanobenzo[g][1,3,5]oxadiazocin-3(4H)-yl)-N-(phenethyl)benzamide